1,3-Bis(2-oxiranylmethyl)-2-benzimidazolidinone O1C(C1)CN1C(N(C2=C1C=CC=C2)CC2OC2)=O